ClC1=C(C=CC=C1)CC(=O)NC1=CC(=NC=C1)N(C(C)=O)C1=CC(=CC(=C1)F)F N-{4-[2-(2-chlorophenyl)acetamido]pyridin-2-yl}-N-(3,5-difluorophenyl)acetamide